NC1=CC=C(C2=CC=CC=C12)OCC1=CC(=NC=C1)NC=1N=CC(=NC1)CO (5-((4-(((4-aminonaphthalen-1-yl)oxy)methyl)pyridin-2-yl)amino)pyrazin-2-yl)methanol